(6-chloro-7-isopropoxy-2-methoxyquinolin-3-yl)ethanol ClC=1C=C2C=C(C(=NC2=CC1OC(C)C)OC)C(C)O